7-bromo-6-methyl-1H-indole BrC=1C(=CC=C2C=CNC12)C